Ammonium Format C(=O)[O-].[NH4+]